CN1N=CC=2N=C(N=C(C21)O)O 1-Methylpyrazolo[4,3-d]pyrimidine-5,7-diol